C(C1=CC=CC=C1)N(CC(OCC)=O)C([C@@H](NC(OC(C)C)=O)C1=CC=C(C(=O)OC)C=C1)=O Methyl 4-(5-benzyl-l-1,11-dimethyl-3,6,9-trioxo-2,10-dioxa-5,8-diazadodecan-7-yl)benzoate